tert-butyl (1-(6-((5-(difluoromethoxy)-1H-pyrazol-3-yl)amino)pyrazin-2-yl)piperidin-4-yl)carbamate FC(OC1=CC(=NN1)NC1=CN=CC(=N1)N1CCC(CC1)NC(OC(C)(C)C)=O)F